ClC=1C(=C(C=CC1)C(C=CN(C)C)=O)O (3-chloro-2-hydroxyphenyl)-3-(dimethylamino)prop-2-en-1-one